3-[(4-{[(2S,4R)-2-methyl-1-propionyl-1,2,3,4-tetrahydroquinolin-4-yl]amino}phenyl)thio]propanoic acid C[C@@H]1N(C2=CC=CC=C2[C@@H](C1)NC1=CC=C(C=C1)SCCC(=O)O)C(CC)=O